O=C1C(=CC(=CN1C1=CC=CC=C1)C1=NC=CC=C1)C1=C(C=CC=C1)Br 2-(6'-oxo-1'-phenyl-1',6'-dihydro-[2,3'-bipyridyl]-5'-yl)bromobenzene